6'-chloro-1'-(1-isopropyl-1H-pyrazol-4-yl)-2'-oxo-1,3-dihydrospiro[indene-2,3'-indoline]-5-carboxylic acid ClC1=CC=C2C3(C(N(C2=C1)C=1C=NN(C1)C(C)C)=O)CC1=CC=C(C=C1C3)C(=O)O